3,5-dibromo-1-(3-fluorocyclobutyl)-1H-pyrazole-4-carbonitrile BrC1=NN(C(=C1C#N)Br)C1CC(C1)F